2,4-dioxo-1H-pyrimidine-5-carbonitrile O=C1NC=C(C(N1)=O)C#N